1-(4-(trifluoromethyl)phenyl)-1,2,3,4-tetrahydroquinolin-3-amine hydrochloride Cl.FC(C1=CC=C(C=C1)N1CC(CC2=CC=CC=C12)N)(F)F